2-((1H-1,2,4-triazol-1-yl)methyl)-4-bromoaniline N1(N=CN=C1)CC1=C(N)C=CC(=C1)Br